trilithium silicate [Si]([O-])([O-])([O-])O.[Li+].[Li+].[Li+]